C1(=C(C=CC=C1)S(=O)(=O)CN(CC1=CC=CC=C1)CS(=O)(=O)C1=C(C=CC=C1)C)C bis-(tolylsulfonylmethyl)benzylamine